(R)-2-amino-6-(2-methoxy-4-((4-methylpiperazin-1-yl)methyl)benzyl)-4-(pentan-2-yl-amino)pyrido[4,3-d]pyrimidin-5(6H)-one NC=1N=C(C2=C(N1)C=CN(C2=O)CC2=C(C=C(C=C2)CN2CCN(CC2)C)OC)N[C@H](C)CCC